tert-Butyl 3-[3-[4-chloro-2-(trifluoromethyl)phenyl]-1,2,4-oxadiazol-5-yl]azetidine-1-carboxylate ClC1=CC(=C(C=C1)C1=NOC(=N1)C1CN(C1)C(=O)OC(C)(C)C)C(F)(F)F